C1=C(C=CC2=CC=CC=C12)OC(C)=O Acetic acid 2-naphthalenyl ester